N-(2-methyl-1-morpholinopropan-2-yl)pyrazine-2-carboxamide CC(CN1CCOCC1)(C)NC(=O)C1=NC=CN=C1